N-(5-(4-(4-Aminoimidazo[2,1-f][1,2,4]triazin-7-yl)-1H-pyrazol-1-yl)-2-Fluoro-4-methylphenyl)-3,3-difluorocyclopentane-1-carboxamide NC1=NC=NN2C1=NC=C2C=2C=NN(C2)C=2C(=CC(=C(C2)NC(=O)C2CC(CC2)(F)F)F)C